(4-bromo-5-formamido-1-methyl-1H-pyrazol-3-yl)methyl-carbamic acid tert-butyl ester C(C)(C)(C)OC(NCC1=NN(C(=C1Br)NC=O)C)=O